C1(CC1)NC(C1=C(C=C(C(=C1)C1=NC(=C(N=C1)N[C@H](CO)C)C1=NN(N=C1)C)C)F)=O (S)-N-cyclopropyl-2-fluoro-5-(5-((1-hydroxypropan-2-yl)amino)-6-(2-methyl-2H-1,2,3-triazol-4-yl)pyrazin-2-yl)-4-methylbenzamide